C(CC)NC(N)=S 3-propylthiourea